4-(8-(1,2-dimethyl-6-(trifluoromethyl)-1H-benzo[d]imidazol-5-yl)indolizine-3-carbonyl)-2,6-difluorophenyl-4-(((1S,3R)-3-fluorocyclohexyl)amino)but-2-enamide CN1C(=NC2=C1C=C(C(=C2)C2=CC=CN1C(=CC=C21)C(=O)C2=CC(=C(C(=C2)F)C(C(=O)N)=CCN[C@@H]2C[C@@H](CCC2)F)F)C(F)(F)F)C